6'-methoxy-6-methyl-[2,5'-bipyrimidin] COC1=C(C=NC=N1)C1=NC(=CC=N1)C